methyl (3's,6s)-3,8,10-trifluoro-11H-spiro[chromeno[4,3-b]indole-6,1'-cyclobutane]-3'-carboxylate FC1=CC=C2C(=C1)OC1(CC(C1)C(=O)OC)C1=C2NC2=C(C=C(C=C12)F)F